CCCCCCCCCC(C)CCC The molecule is a branched alkane consisting of tridecane bearing a single methyl substituent at position 4. It has a role as a plant metabolite.